(3'r)-1'-(6-amino-5-fluoropyrimidin-4-yl)-3-(3,5-dichloro-4-fluorophenylamino)-1,3'-bipiperidin-2-one NC1=C(C(=NC=N1)N1C[C@@H](CCC1)N1C(C(CCC1)NC1=CC(=C(C(=C1)Cl)F)Cl)=O)F